C(#N)C1=CC(=C(COC2=CC=CC(=N2)C2=CC(=C(CC3=NC4=C(N3[C@@H]3COCC3(C)C)C=C(C=C4)C(=O)O)C(=C2)F)F)C=C1)F (S)-2-(4-(6-((4-cyano-2-fluorobenzyl)oxy)pyridin-2-yl)-2,6-difluorobenzyl)-1-(4,4-dimethyltetrahydrofuran-3-yl)-1H-benzo[d]imidazole-6-carboxylic acid